6-(Difluoromethyl)-3-(4-((2S,6R)-2,6-dimethylpiperidin-1-yl)pyrimidin-2-yl)imidazo[1,2-a]pyrazine FC(C=1N=CC=2N(C1)C(=CN2)C2=NC=CC(=N2)N2[C@H](CCC[C@H]2C)C)F